3-methyl-2-((methylamino)methyl)butanoate CC(C(C(=O)[O-])CNC)C